C1O[C@H](CN2[C@H]1CCC2)C(=O)O (3R,8aS)-3,4,6,7,8,8a-hexahydro-1H-pyrrolo[2,1-c][1,4]oxazine-3-carboxylic acid